3-((1R,3R)-1-(2,6-difluoro-4-((1-(3-fluoropropyl)azetidin-3-yl)amino)phenyl)-6-ethynyl-3-methyl-1,3,4,9-tetrahydro-2H-pyrido[3,4-b]indol-2-yl)-2,2-difluoropropan-1-ol FC1=C(C(=CC(=C1)NC1CN(C1)CCCF)F)[C@H]1N([C@@H](CC2=C1NC1=CC=C(C=C21)C#C)C)CC(CO)(F)F